N-(5-((6-((R)-3-(2,5-difluorophenyl)isoxazolidine-2-yl)pyrimidine-4-yl)amino)-4-methoxy-2-((3aR,6aR)-1-methylhexahydropyrrolo[3,4-b]pyrrole-5(1H)-yl)phenyl)acrylamide FC1=C(C=C(C=C1)F)[C@@H]1N(OCC1)C1=CC(=NC=N1)NC=1C(=CC(=C(C1)NC(C=C)=O)N1C[C@@H]2N(CC[C@@H]2C1)C)OC